trifluoromethyl-1,5-naphthyridine FC(F)(F)C1=NC2=CC=CN=C2C=C1